(1-(4-(1,3-dimethyl-1H-pyrazol-4-yl)-2-fluorophenyl)-2-methyl-1H-imidazol-4-yl)-N-(1-(methylsulfonyl)piperidin-4-yl)-5-(trifluoromethyl)pyrimidin-2-amine CN1N=C(C(=C1)C1=CC(=C(C=C1)N1C(=NC(=C1)C1=NC(=NC=C1C(F)(F)F)NC1CCN(CC1)S(=O)(=O)C)C)F)C